4-octyloxy-2,6,7-trioxa-1-phosphabicyclo[2.2.2]octane-1-oxide C(CCCCCCC)OC12COP(OC1)(OC2)=O